S(=O)(=O)(Cl)Cl sulfuryl dichloride